BrC=1C(=CSC1)C1(CC1)CO (1-(4-Bromothiophen-3-yl)cyclopropyl)methanol